caprylic acid, cetyl ester C(CCCCCCC)(=O)OCCCCCCCCCCCCCCCC